7-chloro-5-[4-methyl-7-[(3R)-1-methyl-3-piperidyl]imidazo[4,5-c]pyridazin-3-yl]benzofuran-4-ol ClC=1C=C(C(=C2C=COC21)O)C2=C(C1=C(N=N2)N(C=N1)[C@H]1CN(CCC1)C)C